6-(1-(3-Chloropyridin-2-yl)-3-(2,2,2-trifluoroethoxy)-1H-pyrazol-5-carboxamido)-N-(cyclopropylmethyl)-5-methylpyrazolo[1,5-a]pyridin-7-carboxamid ClC=1C(=NC=CC1)N1N=C(C=C1C(=O)NC=1C(=CC=2N(C1C(=O)NCC1CC1)N=CC2)C)OCC(F)(F)F